(2Z,4E,6E,8E)-9-(3-(3-fluoropyridin-2-yl)-2,6,6-trimethylcyclohex-1-en-1-yl)-3,7-dimethyl-N-phenylnona-2,4,6,8-tetraenamide FC=1C(=NC=CC1)C1C(=C(C(CC1)(C)C)/C=C/C(=C/C=C/C(=C\C(=O)NC1=CC=CC=C1)/C)/C)C